2-methoxyethyl methyl carbonate C(OCCOC)(OC)=O